nickel-titanium-magnesium [Mg].[Ti].[Ni]